C1(CCCC1)C1=CC2=C(C=N1)C(OC(O2)(C)C)=O 7-(cyclopentyl)-2,2-dimethyl-4H-[1,3]-dioxino[5,4-c]pyridin-4-one